ClC=1C(=NC(=C(C1)C#N)N1C[C@H](C([C@H](C1)C)O)C)NC=1C=C2C=C(C(N(C2=CC1)C)=O)OCC(=O)NC 2-((6-((3-chloro-5-cyano-6-((3R,4r,5S)-4-hydroxy-3,5-dimethylpiperidin-1-yl)pyridin-2-yl)amino)-1-methyl-2-oxo-1,2-dihydroquinolin-3-yl)oxy)-N-methyl-acetamide